C(O)(O)=O.C1(=CC=CC=C1)C=C 1-phenyl ethylene carbonate